C(=O)(OC(C)(C)C)N1CCN(CC1)C(=O)C1=CC2=CC=C(C=C2C=C1)O 4-Boc-1-(6-hydroxy-beta-naphthoyl)piperazine